CC=1NC2=CC=CC=C2C1CCNC(CCCC)=O N-(2-(2-methyl-1H-indol-3-yl)ethyl)pentanamide